The molecule is an anthocyanin cation that is petunidin substituted at position 3 by a 6-O-(trans-4 coumaryl)-beta-D-glucosyl residue It has a role as a metabolite. It is a beta-D-glucoside, an anthocyanin cation, a cinnamate ester, a polyphenol and an aromatic ether. It derives from a trans-4-coumaric acid and a petunidin. COC1=CC(=CC(=C1O)O)C2=[O+]C3=CC(=CC(=C3C=C2O[C@H]4[C@@H]([C@H]([C@@H]([C@H](O4)COC(=O)/C=C/C5=CC=C(C=C5)O)O)O)O)O)O